C(C)(C)(C)OC(=O)N(C=1C=C(N=NC1Cl)C(=O)[O-])CC1=CC=C(C=C1)OC 5-((tert-butoxycarbonyl)(4-methoxybenzyl)amino)-6-chloropyridazine-3-carboxylate